N-(1'-(2-ethyl-6-methylpyrimidin-4-yl)-1',2'-dihydrospiro[cyclopropane-1,3'-pyrrolo[3,2-c]pyridin]-6'-yl)acetamide C(C)C1=NC(=CC(=N1)N1CC2(C=3C=NC(=CC31)NC(C)=O)CC2)C